BrC=1C=C(C=CC1)SC1=C(N=NN1)C(=O)[O-] 5-((3-bromophenyl) thio)-1H-1,2,3-triazole-4-carboxylate